[C@H]12CN(C[C@H](CC1)N2)C=2C1=C(N=C(N2)OCC23CCC(CC2)(CC3)OC)C(=C(N=C1)C1=CC(=CC3=CC=C(C(=C13)C#C)F)N)F 4-(4-((1r,5s)-3,8-diazabicyclo[3.2.1]oct-3-yl)-8-fluoro-2-((4-methoxybicyclo[2.2.2]oct-1-yl)methoxy)pyrido[4,3-d]pyrimidin-7-yl)-5-ethynyl-6-fluoronaphthalen-2-amine